5,10,15,20-tetrakis(5-bromopyridine-2-yl)porphyrin BrC=1C=CC(=NC1)C=1C2=CC=C(N2)C(=C2C=CC(C(=C3C=CC(=C(C=4C=CC1N4)C4=NC=C(C=C4)Br)N3)C3=NC=C(C=C3)Br)=N2)C2=NC=C(C=C2)Br